3-{[(5-bromopyridin-3-yl)(methyl)amino]methyl}-4-methylbenzoic acid BrC=1C=C(C=NC1)N(C)CC=1C=C(C(=O)O)C=CC1C